OCCCCCCCCCCC 11-hydroxyundecan